2-allylsulfanyl-1-(biphenyl-4-yl)ethan-1-one C(C=C)SCC(=O)C1=CC=C(C=C1)C1=CC=CC=C1